D,L-phenylalanine N[C@@H](CC1=CC=CC=C1)C(=O)O |r|